1-Ethyl-8-fluoro-3-((R)-3-((S)-2-hydroxy-3-(3-(methylsulfonyl)-phenoxy)propylamino)-1-oxa-8-azaspiro[4.5]decan-8-ylsulfonyl)chinolin-4(1H)-on C(C)N1C=C(C(C2=CC=CC(=C12)F)=O)S(=O)(=O)N1CCC2(C[C@H](CO2)NC[C@@H](COC2=CC(=CC=C2)S(=O)(=O)C)O)CC1